(R)-N-((6-chloro-3-((1-(2-(5-fluoroisoindolin-2-yl)-3,6-dimethyl-4-oxo-3,4-dihydroquinazolin-8-yl)ethyl)amino)pyridin-2-yl)sulfonyl)acetamide ClC1=CC=C(C(=N1)S(=O)(=O)NC(C)=O)N[C@H](C)C=1C=C(C=C2C(N(C(=NC12)N1CC2=CC=C(C=C2C1)F)C)=O)C